C(C)(=O)OC([C@@H](N)CCSC)=O methionyl acetate